CN(CC(C)O)CC(C)O methyl-bis-(2-hydroxypropyl)amine